4-(pyridin-2-ylmethyl)piperidin N1=C(C=CC=C1)CC1CCNCC1